(R)-N-(4-(chlorodifluoromethoxy)phenyl)-5-(cyclohexanecarboxamido)-6-(3-hydroxyPyrrolidin-1-yl)nicotinamide ClC(OC1=CC=C(C=C1)NC(C1=CN=C(C(=C1)NC(=O)C1CCCCC1)N1C[C@@H](CC1)O)=O)(F)F